COC(C(CC(=O)OC)O)=O.OC(C(=O)OCC)C1=CC=CC=C1 ethyl 2-hydroxy-2-phenylacetate dimethyl-2-hydroxysuccinate